BrC1=C(C(=CC=C1F)N)N 3-Bromo-4-fluorobenzene-1,2-diamine